tert-butyl ((4-bromo-1-methyl-1H-pyrazol-3-yl)methyl)(ethyl)carbamate BrC=1C(=NN(C1)C)CN(C(OC(C)(C)C)=O)CC